3-(4-isopropylphenylacryloyl)piperidin-3-ylphenoxy-2-methylpropionic acid methyl ester COC(C(CC1(CNCCC1)C(C=CC1=CC=C(C=C1)C(C)C)=O)(C)OC1=CC=CC=C1)=O